(S)-N-(2-((4-(1-Acetyl-2-methyl-1,2,3,4-tetrahydro-quinolin-6-yl)phenyl)amino)-2-oxoethyl)-2-(2-aminopyrimidin-5-yl)-7-methyl-4-morpholinothieno[3,2-d]pyrimidine-6-carboxamide C(C)(=O)N1[C@H](CCC2=CC(=CC=C12)C1=CC=C(C=C1)NC(CNC(=O)C1=C(C=2N=C(N=C(C2S1)N1CCOCC1)C=1C=NC(=NC1)N)C)=O)C